5,6-difluoro-1H-indol-3-amine hydrogen chloride Cl.FC=1C=C2C(=CNC2=CC1F)N